C(#N)CN1C=NC(=C1C(O)C1CCCCC1)NC(C1=CC(=CC(=C1)C(F)(F)F)F)=O N-(1-(cyanomethyl)-5-(cyclohexyl(hydroxy)methyl)-1H-imidazol-4-yl)-3-fluoro-5-(trifluoromethyl)benzamide